2,3-DIMETHOXYPYRIDINE-4-BORONIC ACID COC1=NC=CC(=C1OC)B(O)O